4-bromo-2-(3-bromophenyl)-2-methyl-3-oxobutyl acetate C(C)(=O)OCC(C(CBr)=O)(C)C1=CC(=CC=C1)Br